C1OCC2=C1C=CC(=C2)CN (1,3-dihydro-2-benzofuran-5-yl)methylamine